ethyl valinoacetate hydrochloride salt Cl.N([C@@H](C(C)C)C(=O)O)CC(=O)OCC